[4-(6-Amino-pyridazin-3-yl)-piperidin-1-yl]-[5-(2,3-dihydro-benzofuran-6-yl)-4-methoxy-pyridin-2-yl]-methanone NC1=CC=C(N=N1)C1CCN(CC1)C(=O)C1=NC=C(C(=C1)OC)C1=CC2=C(CCO2)C=C1